FC1(C2(CC(C(CC12)C(C(=O)OCC)=O)=O)C)F ethyl 2-[7,7-difluoro-6-methyl-4-oxobicyclo[4.1.0]heptan-3-yl]-2-oxoacetate